O1CCC(CC1)NC([O-])=O N-(oxan-4-yl)carbamate